2-(morpholin-4-yl)pyridin N1(CCOCC1)C1=NC=CC=C1